[Pd].C(C)(C)(C)P(C(C)(C)C)C(C)(C)C.C(C)(C)(C)P(C(C)(C)C)C(C)(C)C bistri-tert-butylphosphine palladium